4-(Fluoro(phenyl)methyl)piperidin-4-amine FC(C1(CCNCC1)N)C1=CC=CC=C1